3-[4-chloro-6-[(3S,5R)-3,5-dimethylpiperazin-1-yl]-2-pyridyl]-N-methyl-pyrazolo[1,5-a]pyridin ClC1=CC(=NC(=C1)N1C[C@@H](N[C@@H](C1)C)C)C=1CN(N2C1C=CC=C2)C